1,4-bis[(3-methyl-3-oxetanylmethoxy)methyl]benzene methyl-4-((3-aminopyridin-2-yl)amino)-2,6-difluorobenzoate COC(C1=C(C=C(C=C1F)NC1=NC=CC=C1N)F)=O.CC1(COC1)COCC1=CC=C(C=C1)COCC1(COC1)C